tert-butyl 2-(6-(3-trifluoromethyl-1H-pyrrolo[2,3-b]pyridin-5-yl)isoquinolin-8-yl)pyrrolidine-1-carboxylate FC(C1=CNC2=NC=C(C=C21)C=2C=C1C=CN=CC1=C(C2)C2N(CCC2)C(=O)OC(C)(C)C)(F)F